C1(CC1)CN1CC(C(CC1)(O)C=1C=C(C#N)C=CC1)CN(C)C 3-(1-(cyclopropylmethyl)-3-((dimethylamino)methyl)-4-hydroxypiperidin-4-yl)benzonitrile